C(C)(C)(C)OC[C@H](N)C(=O)O O-tert-Butyl-L-serine